1-oxofluoropropane O=C(CC)F